3-[5-(2-hydroxypropyl)-4-phenyl-imidazol-1-ylmethyl]-phenol OC(CC1=C(N=CN1CC=1C=C(C=CC1)O)C1=CC=CC=C1)C